[1-(1,3-thiazole-2-yl)ethyl]urea S1C(=NC=C1)C(C)NC(=O)N